(E)-5-(5-((3,5-dibromo-2,4-dihydroxybenzylidene)amino)-1H-benzo[d]imidazol-2-yl)-1-methylpyridin-2(1H)-one BrC=1C(=C(\C=N\C2=CC3=C(NC(=N3)C=3C=CC(N(C3)C)=O)C=C2)C=C(C1O)Br)O